COC1CC=2N(CCC1)C=C(C2)C(=O)O 8-methoxy-6,7,8,9-tetrahydro-5H-pyrrolo[1,2-a]Azepine-2-carboxylic acid